4-(4-benzoylphenylthio)phenyl-diphenylsulfonium C(C1=CC=CC=C1)(=O)C1=CC=C(C=C1)SC1=CC=C(C=C1)[S+](C1=CC=CC=C1)C1=CC=CC=C1